N-(4-bromopyridin-2-yl)-3-[3-(hydroxymethyl)-4-methylpiperazin-1-yl]propenamide BrC1=CC(=NC=C1)NC(C=CN1CC(N(CC1)C)CO)=O